The molecule is an optically active form of prolinium having D-configuration. It has a role as a human metabolite. It is a conjugate acid of a D-proline. It is an enantiomer of a L-prolinium. C1C[C@@H]([NH2+]C1)C(=O)O